ClC1=NN(C=2C3=CN=C(C(O[C@@H](C4=CC(=CN=C4C4=NN(C=C4CC12)C)F)C)=C3)N)CC (19R)-5-chloro-3-ethyl-16-fluoro-10,19-dimethyl-20-oxa-3,4,10,11,14,23-hexaazapentacyclo[19.3.1.02,6.08,12.013,18]pentacosa-1(24),2(6),4,8,11,13,15,17,21(25),22-decaen-22-amine